ClC1=C(CN2N=C(N=N2)C2=CC=CC(=N2)C(CS(=O)(=O)N)(C)O)C=CC=C1Cl 2-(6-(2-(2,3-dichlorobenzyl)-2H-tetrazol-5-yl)pyridin-2-yl)-2-hydroxypropane-1-sulfonamide